pyrimidine-2,4(1H,3H)-dion N1C(NC(C=C1)=O)=O